C(CS(=O)(=O)[O-])S(=O)(=O)OC methyl ethylenebissulfonate